CC1=C(C=C(C=C1)C)OCC1=C(C=CC=C1)C(C(=O)OC)=COC methyl 2-[2-(2,5-dimethylphenyloxymethyl)phenyl]-3-methoxyacrylate